C1(=CC=CC=C1)C=1C=C2C=CN(C2=C(C1)C(=O)N[C@@H](C)C1=CC=C(C(=O)O)C=C1)CC1=NC2=CC=CC=C2C=C1 (S)-4-(1-(5-phenyl-1-(quinolin-2-ylmethyl)-1H-indole-7-carboxamido)ethyl)benzoic acid